COC(NC1=NC=CC(=C1)C1=CC(=C(C=C1)OC[C@H](CC(C)C)N)F)=O (S)-(4-(4-((2-amino-4-methylpentyl)oxy)-3-fluorophenyl)pyridin-2-yl)carbamic acid methyl ester